tert-butyl (((2S,4R)-4-(6-carbamoyl-2-fluoro-3-methoxyphenyl)-5-chloro-6-fluoro-2-phenyl-2,3-dihydrobenzofuran-2-yl)methyl)(methyl)carbamate C(N)(=O)C1=CC=C(C(=C1C1=C(C(=CC2=C1C[C@](O2)(C2=CC=CC=C2)CN(C(OC(C)(C)C)=O)C)F)Cl)F)OC